C1(=CC=CC=C1)C=[N+]([O-])C(C)(C)C alpha-phenyl-N-tertiary-butyl-nitrone